iron-nickel-silicon [Si].[Ni].[Fe]